Br.BrCCNCC 2-bromo-N,N-diethylamine hydrobromide